COC1CCC(CC1)NC(=O)C=1C=C(C=C2C=CNC12)N1N=NC=C1 N-((1r,4r)-4-methoxycyclohexyl)-5-(1H-1,2,3-triazol-1-yl)-1H-indole-7-carboxamide